NC1=CC=C(C(=C1C1=CC(N2[C@@H](CC[C@@H]2C1)C(=O)OCC(=O)C=1C(=NC(=CC1[2H])NC(C)=O)F)=O)F)Cl 2-(6-acetamido-2-fluoropyridin-3-yl-4-d)-2-oxoethyl (3S,8aR)-7-(6-amino-3-chloro-2-fluorophenyl)-5-oxo-1,2,3,5,8,8a-hexahydroindolizine-3-carboxylate